((((2S,5R)-7-oxo-2-(((propionyloxy) methyl) carbamoyl)-1,6-diazabicyclo[3.2.1]oct-6-yl) oxy) sulfonyl) propanoate C(CC)(=O)OS(=O)(=O)ON1[C@@H]2CC[C@H](N(C1=O)C2)C(NCOC(CC)=O)=O